C(C)OCC1=C(C=CC=C1)C=1C(=CC=CC1)C(=O)NS(=O)(=O)C1=CC=CC=C1 2'-(ethoxymethyl)-N-(benzenesulfonyl)-[1,1'-biphenyl]-2-carboxamide